2-aminoethylmethyl-ethyl-3-aminopropyl-tris(2-ethylethoxy)silane NCCC(CC(N)(CC)C)[Si](OCCCC)(OCCCC)OCCCC